Methyl 6-(2-fluoro-4-hydroxy-phenoxy)-1-methyl-indazole-5-carboxylate Methyl-6-(2-fluoro-4-hydroxy-phenoxy)-1-methyl-indazole-5-carboxylate COC(=O)C=1C=C2C=NN(C2=CC1OC1=C(C=C(C=C1)O)F)C.FC1=C(OC2=C(C=C3C=NN(C3=C2)C)C(=O)OC)C=CC(=C1)O